S(=O)(=O)([O-])[O-].[Ir+3].S(=O)(=O)([O-])[O-].S(=O)(=O)([O-])[O-].[Ir+3] Iridium sulfat